2,5-dioxopyrrolidin-1-acetate O=C1N(C(CC1)=O)CC(=O)[O-]